[As]([O-])([O-])([O-])=O.[In+3] indium monoarsenate